(S)-N-(1-(4-fluorophenyl)ethyl)-2-methyl-6-(2-neopentanamidobenzo[d]thiazol-6-yl)quinazoline-4-carboxamide FC1=CC=C(C=C1)[C@H](C)NC(=O)C1=NC(=NC2=CC=C(C=C12)C1=CC2=C(N=C(S2)NC(C(C)(C)C)=O)C=C1)C